C(C=C)(=O)OCCCCCCCCCCCC Dodecyl acrylate